FC=1C=C(C=NC1)C1=NC(=C2N=CN(C2=N1)[C@H]1[C@@H]([C@@H]([C@H](O1)C(=O)NC=C)O)O)NCC1=NC(=CC=C1)C (2S,3S,4R,5R)-5-(2-(5-fluoropyridin-3-yl)-6-(((6-methylpyridin-2-yl)methyl)amino)-9H-purin-9-yl)-3,4-dihydroxyl-N-vinyltetrahydrofuran-2-formamide